(R)-(1,3-Dimethyl-azetidin-3-yl)-(4-isopropyl-phenyl)-{5-[3-(tetrahydro-pyran-4-yloxymethyl)-[1,2,4]oxadiazol-5-yl]-pyridin-3-yl}-methanol CN1CC(C1)(C)[C@@](O)(C=1C=NC=C(C1)C1=NC(=NO1)COC1CCOCC1)C1=CC=C(C=C1)C(C)C